OCCN1CCN(CC1)CCNC=C1C(CC(CC1=O)C1=CC(=CC=C1)OCCOCCOC)=O 2-(((2-(4-(2-hydroxyethyl)piperazinyl)ethyl)amino)methylene)-5-(3-(2-(2-methoxyethoxy)ethoxy)phenyl)cyclohexane-1,3-dione